pentynyl carbonate C(OC#CCCC)([O-])=O